6-((exo-8-Azabicyclo[3.2.1]octan-3-yl)oxy)-N-(4-([1,2,4]triazolo[1,5-a]pyridin-7-yloxy)-2-fluoro-3-methylphenyl)-7-methoxyquinazolin-4-amine C12CC(CC(CC1)N2)OC=2C=C1C(=NC=NC1=CC2OC)NC2=C(C(=C(C=C2)OC2=CC=1N(C=C2)N=CN1)C)F